C1(CC1)C1=C(C=NC2=CC=CN=C12)NC1=CC=C(C=C1)[C@H](C)N(C(=O)C1CCS(CC1)(=O)=O)C (S)-N-(1-(4-((4-cyclopropyl-1,5-naphthyridin-3-yl)amino)phenyl)ethyl)-N-methyltetrahydro-2H-thiopyran-4-carboxamide 1,1-dioxide